FC1=C2C(C=C(N(C2=C(C=C1F)C)C)CO)=O 5,6-difluoro-2-(hydroxymethyl)-1,8-dimethylquinolin-4(1H)-one